C1(CC1)N1C([C@]2(N([C@@H](C1)C2)C(=O)OC(C)(C)C)C)=O tert-butyl (1S,5R)-3-cyclopropyl-1-methyl-2-oxo-3,6-diazabicyclo[3.1.1]heptane-6-carboxylate